4-[(4R,10bS)-4-methyl-8-[(3R)-3-methylpiperazin-1-yl]-3,4,6,10b-tetrahydro-1H-pyrazino[2,1-a]isoindol-2-yl]-1-methyl-1,8-naphthyridin-2-one C[C@@H]1CN(C[C@H]2N1CC1=CC(=CC=C21)N2C[C@H](NCC2)C)C2=CC(N(C1=NC=CC=C21)C)=O